2-Chloro-N-(2-cyanoethyl)-N-(4-(hex-5-ynoyl)-3,4-dihydro-2H-benzo[b][1,4]oxazin-7-yl)acetamide ClCC(=O)N(C=1C=CC2=C(OCCN2C(CCCC#C)=O)C1)CCC#N